4-(2,5-Diazabicyclo[2.2.2]octan-2-yl)-7-(3-chloro-5-hydroxy-2-(trifluoromethyl)phenyl)-2-((tetrahydro-1H-pyrrolizin-7a(5H)-yl)methoxy-d2)pyrido[3,4-d]pyrimidin-8(7H)-one C12N(CC(NC1)CC2)C=2C1=C(N=C(N2)OC([2H])([2H])C23CCCN3CCC2)C(N(C=C1)C1=C(C(=CC(=C1)O)Cl)C(F)(F)F)=O